(4-(difluoromethyl)-6,7-dihydrothiazolo[5,4-c]pyridin-5(4H)-yl)(6-fluoro-7-methyl-1H-imidazo[4,5-b]pyridin-2-yl)methanone FC(C1N(CCC2=C1SC=N2)C(=O)C=2NC=1C(=NC=C(C1C)F)N2)F